COC1=CC2=C(SC(=C2)C(=O)N(CCC(=O)NC)CC2=CC=NN2C)C(=C1)C1=CN(C(C=C1)=O)C 5-methoxy-N-((1-methyl-1H-pyrazol-5-yl)methyl)-7-(1-methyl-6-oxo-1,6-dihydropyridin-3-yl)-N-(3-(methylamino)-3-oxopropyl)benzo[b]thiophene-2-carboxamide